BrC1=CC=C(C=C1)C(C[N+](=O)[O-])=O 1-(4-bromophenyl)-2-nitroethanone